ClC1=NC(=CC=C1C(=O)NS(=O)(=O)C1=CC=CC(=N1)NC(CCC1CC(N(C1)C(=O)OC(C)(C)C)(C)C)C)N1N=C(C=C1)OCCC1(CC1)C(F)(F)F tert-Butyl 4-[3-[[6-[[2-chloro-6-[3-[2-[1-(trifluoromethyl)cyclopropyl]ethoxy]pyrazol-1-yl]pyridine-3-carbonyl]sulfamoyl]-2-pyridyl]amino]butyl]-2,2-dimethyl-pyrrolidine-1-carboxylate